3,3'-(1,3-phenylene)dipropionic acid C1(=CC(=CC=C1)CCC(=O)O)CCC(=O)O